N-butyl-pyrrolidine C(CCC)N1CCCC1